5'-O-tert-butyldimethylsilyl-thymidine CC1=CN(C(=O)NC1=O)[C@H]2C[C@@H]([C@H](O2)CO[Si](C)(C)C(C)(C)C)O